[Li+].P(=O)([O-])([O-])[O-].[Fe+2].[Mn+2] manganese-iron phosphate compound with lithium